8-chloro-N-(1-cyanocyclopropyl)-3-(5-(difluoromethyl)-1,3,4-thiadiazol-2-yl)-1-iodoimidazo[1,5-a]pyridine-6-sulfonamide ClC=1C=2N(C=C(C1)S(=O)(=O)NC1(CC1)C#N)C(=NC2I)C=2SC(=NN2)C(F)F